(R)-3-[2-(2-hydroxymethylpyrrol-1-yl)ethyl]-5-methyl-2H-isoquinolin-1-one OCC=1N(C=CC1)CCC=1NC(C2=CC=CC(=C2C1)C)=O